tert-butyl 7-(3,3-dimethoxypropyl)-2-[3-[3-(1,3-dioxoisoindolin-2-yl)propoxy]-4-pyridyl]-3-(3-fluoro-2-methoxy-anilino)-4-oxo-6,7-dihydro-1H-pyrrolo[3,2-c]pyridine-5-carboxylate COC(CCC1C2=C(C(N(C1)C(=O)OC(C)(C)C)=O)C(=C(N2)C2=C(C=NC=C2)OCCCN2C(C1=CC=CC=C1C2=O)=O)NC2=C(C(=CC=C2)F)OC)OC